(3S,4R)-1-phenyl-4-((phenylthio)methyl)hex-5-en-3-ol C1(=CC=CC=C1)CC[C@@H]([C@@H](C=C)CSC1=CC=CC=C1)O